tetrahydropyrido[3,4-d]pyrimidin-4-ol N1CNC(C2=C1C=NC=C2)O